CN(CCOC1=CC=C(C=C1)C=1NC(=C(N1)C=1C=C2CC/C(/C2=CC1)=N\O)C1=CC=NC=C1)C (NE)-N-[5-[2-[4-[2-(dimethylamino)ethoxy]phenyl]-5-pyridin-4-yl-1H-imidazol-4-yl]-2,3-dihydroinden-1-ylidene]hydroxylamine